FC1=C(C=C(C=C1)F)C(CC#CC#CC1=C2C(=NC=C1C=O)NC=C2)C=2C(N(C=CC2)C)=O 4-(6-(2,5-difluorophenyl)-6-(1-methyl-2-oxo-1,2-dihydropyridin-3-yl)hex-1,3-diyn-1-yl)-1H-pyrrolo[2,3-b]pyridine-5-carbaldehyde